Cl.ClC1=C(CN2N=CC(=C2)N)C(=CC=C1)Cl 1-(2,6-dichlorobenzyl)-1H-pyrazol-4-amine HCl